O[C@]1([C@H](CCC1)C=1C2=C(N=C(N1)S(=O)(=O)C)NC(C=C2)=O)C ((1R,2R)-2-hydroxy-2-methylcyclopentyl)-2-(methylsulfonyl)pyrido[2,3-d]pyrimidin-7(8H)-one